6-methyl-3-((3-(morpholinomethyl)-5-(trifluoromethyl)phenyl)thio)-7-(pyrimidin-5-ylethynyl)furo[3,2-b]pyridine CC=1C(=C2C(=NC1)C(=CO2)SC2=CC(=CC(=C2)C(F)(F)F)CN2CCOCC2)C#CC=2C=NC=NC2